C(#N)C[C@@H]1N(CCN(C1)C=1C2=C(N=C(N1)OC)C(=C(N=C2)C2=CC=CC1=CC=C(C(=C21)C#C)F)F)C(=O)OC(C)(C)C tert-butyl (2S)-2-(cyanomethyl)-4-[7-(8-ethynyl-7-fluoro-1-naphthyl)-8-fluoro-2-methoxy-pyrido[4,3-d]pyrimidin-4-yl]piperazine-1-carboxylate